OCC1=CC=C(C=C1)CC(=O)N1CCN(CC1)C=1C=CC=2N(N1)C=NN2 2-[4-(hydroxymethyl)phenyl]-1-(4-{[1,2,4]triazolo[4,3-b]pyridazin-6-yl}piperazin-1-yl)ethan-1-one